7-(3-fluorobenzyloxy)-4-oxo-4H-benzofuran-3-carbaldehyde FC=1C=C(COC=2C=CC(C3=C(COC32)C=O)=O)C=CC1